bicyclo[3.3.0]octane-2,4,6,8-tetracarboxylic acid 2,4:6,8-dianhydride C12C3CC(C2C2CC1C(=O)OC2=O)C(=O)OC3=O